3,5-dimethyl-4-(3-(2-methanesulfonyl-5-trifluoromethylpyrimidin-4-yl)-1-benzenesulfonyl-1H-pyrrolo[2,3-b]pyridin-6-yl)isoxazole CC1=NOC(=C1C1=CC=C2C(=N1)N(C=C2C2=NC(=NC=C2C(F)(F)F)S(=O)(=O)C)S(=O)(=O)C2=CC=CC=C2)C